FC(C1=C(C[C@@]2(NCCC2)C(=O)O)C=CC=C1)(F)F α-(2-trifluoromethyl-benzyl)-proline